(S)-N-(5-Chloro-2,4-difluoro-phenyl)-N-methyl-3-(6-methyl-4-(trifluoromethyl)pyridin-2-yl)-2-oxooxazolidine-4-carboxamide ClC=1C(=CC(=C(C1)N(C(=O)[C@H]1N(C(OC1)=O)C1=NC(=CC(=C1)C(F)(F)F)C)C)F)F